N-[2,6-difluoro-3-[5-[4-(methylsulfonimidoyl)phenyl]-1H-pyrazolo[3,4-b]pyridine-3-carbonyl]phenyl]methanesulfonamide FC1=C(C(=CC=C1C(=O)C1=NNC2=NC=C(C=C21)C2=CC=C(C=C2)S(=O)(=N)C)F)NS(=O)(=O)C